FC(C1N(CCC1)C1=CC=C(C=C1)C1CN(C1)C(=O)N1C[C@@H]2[C@@H](OCC(N2)=O)CC1)(F)F (4aR,8aS)-6-(3-(4-(2-(Trifluoromethyl)pyrrolidin-1-yl)phenyl)azetidine-1-carbonyl)hexahydro-2H-pyrido[4,3-b][1,4]oxazin-3(4H)-one